4-methoxy-1,2,3-trimethyl-1,6-dihydropyrimidinium COC=1N(C([NH+](CC1)C)C)C